C(N)(=O)[C@@H]1C[C@H](CN1)N1CC(C1)OC1=CC=CC(=C1C(=O)O)O 6-({1-[(3R,5S)-5-carbamoylpyrrolidin-3-yl]azetidin-3-yl}oxy)-2-hydroxybenzoic acid